2,3-dihydroxypropan-1-yl tetradecanoate C(CCCCCCCCCCCCC)(=O)OCC(CO)O